1-(4-(8-amino-3-isopropyl-5-(4-(methylamino)cyclohex-1-en-1-yl)imidazo[1,5-a]pyrazin-1-yl)naphthalen-1-yl)-3-(thiophen-3-yl)urea NC=1C=2N(C(=CN1)C1=CCC(CC1)NC)C(=NC2C2=CC=C(C1=CC=CC=C21)NC(=O)NC2=CSC=C2)C(C)C